CN1N=CC(=C1)C(O)=NN 1-methyl-1H-pyrazole-4-carboxylic acid hydrazone